O=C1NC(CCC1C1=NN(C2=CC(=CC=C12)C(=O)N1CCN(CC1)C(=O)OC(C)(C)C)C)=O tert-butyl 4-(3-(2,6-dioxopiperidin-3-yl)-1-methyl-1H-indazole-6-carbonyl)piperazine-1-carboxylate